C1(CCC1)OC1=NC=C(C=C1C)[N+](=O)[O-] 2-(Cyclobutoxy)-3-methyl-5-nitro-pyridine